5-(1-benzyl-1H-pyrazol-4-yl)-1,4-dimethyl-pyridin-2(1H)-one C(C1=CC=CC=C1)N1N=CC(=C1)C=1C(=CC(N(C1)C)=O)C